2-Methyl-4-(2,2,2-trifluoroethyl)cyclohexan-1-amine CC1C(CCC(C1)CC(F)(F)F)N